C(C1=CC=CC=C1)OCCN(CCC(C(=O)O)NC(N(CC)CC)=O)CCCCC1=NC=2NCCCC2C=C1 4-[2-benzyloxyethyl-[4-(5,6,7,8-tetrahydro-1,8-naphthyridin-2-yl)butyl]amino]-2-(diethylcarbamoylamino)butanoic acid